N(ε)-carboxymethyl-Lysine C(=O)(O)CNCCCC[C@H](N)C(=O)O